CC1=C(C=CC=C1NC(=O)C1=CC(=C(C=N1)CN[C@H](C(=O)O)C)C1CC1)C1=C(C(=CC=C1)NC(=O)C1=CC(=C(C=N1)CN[C@H](C(=O)O)C)C1CC1)C (2S,2'S)-2,2'-((((((2,2'-dimethyl-[1,1'-biphenyl]-3,3'-diyl)bis(azanediyl))bis(carbonyl))bis(4-cyclopropylpyridine-6,3-diyl))bis(methylene))bis(azanediyl))dipropionic acid